C1(=CC=CC=C1)O.C1(=CC=CC=C1)O.[K] potassium diphenol